(s)-3-amino-N-(4-(hydroxymethyl)bicyclo[2.1.1]hexan-1-yl)-6-(2-(methyl-d3)-5-(1,1,1-trifluoro-2,3-dihydroxypropan-2-yl)phenyl)pyrazine-2-carboxamide NC=1C(=NC(=CN1)C1=C(C=CC(=C1)[C@@](C(F)(F)F)(CO)O)C([2H])([2H])[2H])C(=O)NC12CCC(C1)(C2)CO